2,4-bis(methylthio)-1,3-dithia-2,4-diphosphetane-2,4-disulfide CSP1(SP(S1)(SC)=S)=S